3-(difluoromethylsulfonyl)-5-(trifluoromethoxy)benzoic acid FC(S(=O)(=O)C=1C=C(C(=O)O)C=C(C1)OC(F)(F)F)F